propylene glycol di-n-propyl ether C(CC)OCC(C)OCCC